dimethyl (3-oxo-6-(m-tolyloxy)-1,3-dihydroisobenzofuran-1-yl)phosphonate O=C1OC(C2=CC(=CC=C12)OC=1C=C(C=CC1)C)P(OC)(OC)=O